tert-butyl (R)-(1-((2-fluorobenzyl)amino)-1-oxopropan-2-yl)carbamate FC1=C(CNC([C@@H](C)NC(OC(C)(C)C)=O)=O)C=CC=C1